ClC=1C=C2C=C(NC2=CC1Cl)CNC=1C=2N(N=C(C1)N1CCOCC1)C(=CN2)C(F)(F)F N-((5,6-dichloro-1H-indol-2-yl)methyl)-6-morpholino-3-(trifluoromethyl)imidazo[1,2-b]pyridazin-8-amine